N=C1C2N(C(CN1)=O)CCC2 1-imino-hexahydro-pyrrolo[1,2-a]Pyrazine-4-one